tert-butyl (1-(2-bromo-6-chloropyridin-4-yl)-3-methyl-1-oxobutan-2-yl)carbamate BrC1=NC(=CC(=C1)C(C(C(C)C)NC(OC(C)(C)C)=O)=O)Cl